The molecule is a dihydroxybenzenesulfonic acid that is resorcinol in which the hydrogen meta- to both of the hydroxy groups is replaced by a sulfonic acid group. It has a role as a metabolite. It derives from a resorcinol. C1=C(C=C(C=C1O)S(=O)(=O)O)O